3-bromo-2-(5-fluoro-2-pyridyl)-6,6-dimethyl-5,7-dihydropyrazolo[5,1-b][1,3]oxazine BrC=1C(=NN2C1OCC(C2)(C)C)C2=NC=C(C=C2)F